ONC(=O)C1=CC2=C(OC(C(N2CCC2=CC=CC=C2)=O)(C)C)C=C1 N-hydroxy-2,2-dimethyl-3-oxo-4-phenethyl-3,4-dihydro-2H-benzo[b][1,4]oxazine-6-carboxamide